NC[C@H]1CN(CCC1)C(=O)OC(C)(C)C tert-butyl (S)-3-(aminomethyl)piperidine-1-carboxylate